2-methyl-2-(4-methylpent-3-en-1-yl)-7-pentyl-2H-chromen-5-yl piperazine-1-carboxylate N1(CCNCC1)C(=O)OC1=C2C=CC(OC2=CC(=C1)CCCCC)(CCC=C(C)C)C